5-(alpha-chlorobutyryl)-8-hydroxyquinolin-2-one ClC(C(=O)C1=C2C=CC(NC2=C(C=C1)O)=O)CC